butyl-antimony chloride C(CCC)[Sb](Cl)Cl